N-(8-amino-5-(2-methoxy-3-(1-(1-((6-(morpholine-4-carbonyl)pyridin-2-yl)methyl)azetidin-3-yl)-1H-pyrazol-4-yl)phenyl)-2,7-naphthyridin-3-yl)cyclopropane-carboxamide NC=1N=CC(=C2C=C(N=CC12)NC(=O)C1CC1)C1=C(C(=CC=C1)C=1C=NN(C1)C1CN(C1)CC1=NC(=CC=C1)C(=O)N1CCOCC1)OC